2,4-Di-(azetidin-1-yl)-6-methylpyrimidine N1(CCC1)C1=NC(=CC(=N1)N1CCC1)C